C1(=CC=CC=C1)NC(=O)C=1C=C2C=C(NC2=CC1)CN1CCN(CC1)C1=CC=NC=C1 N-phenyl-2-[[4-(4-pyridyl)piperazin-1-yl]methyl]-1H-indole-5-carboxamide